C(#N)C1=CC=C(C=C1)C(C(=O)NC=1SC2=C(N1)C=C(C(=C2)OC)OC)OC2=CC=C(C=C2)OCCN(C)C 2-(4-Cyano-phenyl)-N-(5,6-dimethoxy-benzothiazol-2-yl)-2-[4-(2-dimethylamino-ethoxy)-phenoxy]-acetamide